COC1=C(O)C=CC(C1)(O)OC 2,4-dimethoxyhydroquinone